2,2-DIMETHYL-3-MORPHOLIN-4-YLPROPANAL CC(C=O)(CN1CCOCC1)C